COC(CCCN1C(N(C(C1(C)C)=O)C=1C=NC(=C(C1)C(F)(F)F)C#N)=S)=O 4-[3-[6-cyano-5-(trifluoromethyl)pyridin-3-yl]-5,5-dimethyl-4-oxo-2-thioxo-imidazolidin-1-yl]butyric acid methyl ester